(1R,2S,4R)-4-({[4-(6-chloro-5-methoxypyridin-3-yl)phenyl]methyl}amino)-2-{methyl[6-(2,2,2-trifluoroethyl)thieno[2,3-d]pyrimidin-4-yl]amino}cyclopentan-1-ol ClC1=C(C=C(C=N1)C1=CC=C(C=C1)CN[C@@H]1C[C@@H]([C@@H](C1)O)N(C=1C2=C(N=CN1)SC(=C2)CC(F)(F)F)C)OC